N1(CCOCC1)NC(=S)[S-].[Na+] sodium morpholindithiocarbamate